ClC=1C(=NC2=CC=C(C=C2C1)C=1C(=C(C=CC1)CN)C)N1CCNCC1 [3-(3-chloro-2-piperazin-1-yl-6-quinolyl)-2-methyl-phenyl]methanamine